methyl 6-((1-(tert-butoxycarbonyl)-3-methylpiperidin-4-yl)amino)-5-(4-fluorobenzyl)nicotinate C(C)(C)(C)OC(=O)N1CC(C(CC1)NC1=NC=C(C(=O)OC)C=C1CC1=CC=C(C=C1)F)C